C(#N)CCCS(=O)(=O)NC1=CC=C(C=C1)C1=C2N=CNC2=NC=N1 6-(4-((3-cyanopropyl)sulfonamido)phenyl)-9H-purin